C1(CCCCC1)C1=C(C=C(C=C1O)C=CC1=CC(=CC=C1)Cl)O 2-cyclohexyl-5-(3-chlorostyryl)-1,3-benzenediol